tert-Butyl (6-bromo-4-methylquinolin-3-yl)(methyl)carbamate BrC=1C=C2C(=C(C=NC2=CC1)N(C(OC(C)(C)C)=O)C)C